2-bromo-N-(2-(trifluoromethoxy)benzyl)acetamide BrCC(=O)NCC1=C(C=CC=C1)OC(F)(F)F